tert-butyl 3-methoxy-3-(4-methoxyquinazolin-6-yl)pyrrolidine-1-carboxylate COC1(CN(CC1)C(=O)OC(C)(C)C)C=1C=C2C(=NC=NC2=CC1)OC